CC(=CCNCC(=O)O)C 2-[(3-METHYLBUT-2-EN-1-YL)AMINO]ACETIC ACID